N-[(1S,2R)-2-aminocyclohexyl]-3-{2-[(3,5-dimethylphenyl)amino]pyrimidin-4-yl}-1-methyl-1H-pyrazole-5-carboxamide hydrochloride Cl.N[C@H]1[C@H](CCCC1)NC(=O)C1=CC(=NN1C)C1=NC(=NC=C1)NC1=CC(=CC(=C1)C)C